4-(azetidin-1-yl)-3-(2-pyridyl)-1H-pyrrolo[2,3-b]pyridine N1(CCC1)C1=C2C(=NC=C1)NC=C2C2=NC=CC=C2